N-((R or S)-(3-chloro-4-fluoro-phenyl)(4-(trifluoro-methyl)bicyclo[2.2.2]octan-1-yl)methyl)-3-oxopiperazine-1-carboxamide ClC=1C=C(C=CC1F)[C@H](NC(=O)N1CC(NCC1)=O)C12CCC(CC1)(CC2)C(F)(F)F |o1:8|